4-(4,4-difluoropiperidin-3-yl)-2-methylpyridine 1-oxide hydrochloride Cl.FC1(C(CNCC1)C1=CC(=[N+](C=C1)[O-])C)F